N-(6-ETHYNYL-1-METHYLINDAZOL-7-YL)-1-(2-(TRIFLUOROMETHYL)PYRIDIN-4-YL)-PYRAZOLE-4-SULFONAMIDE C(#C)C1=CC=C2C=NN(C2=C1NS(=O)(=O)C=1C=NN(C1)C1=CC(=NC=C1)C(F)(F)F)C